C1(CC1)[C@@H]1NC(C[C@H]1NC(OC(C)(C)C)=O)=O tert-butyl (trans-2-cyclopropyl-5-oxopyrrolidin-3-yl)carbamate